Methyl 6-((tert-butoxycarbonyl) amino)-3-fluoropicolinate C(C)(C)(C)OC(=O)NC1=CC=C(C(=N1)C(=O)OC)F